[Si](C)(C)(C(C)(C)C)OC1=C(C=CC(=C1)C=C)OC 2-tert-butyldimethylsilyloxy-4-vinyl-1-methoxybenzene